(butane-1,4-diylbis((3-(1,3-dioxoisoindolin-2-yl)propyl)azanediyl))bis(5-hydroxyhexane-6,1-diyl) bis(2-hexyldecanoate) C(CCCCC)C(C(=O)OCCCCC(CN(CCCCN(CCCN1C(C2=CC=CC=C2C1=O)=O)CC(CCCCOC(C(CCCCCCCC)CCCCCC)=O)O)CCCN1C(C2=CC=CC=C2C1=O)=O)O)CCCCCCCC